BrC1=NC=CC(=C1)N1CCN(CC1)C 1-(2-bromopyridin-4-yl)-4-methylpiperazine